(R)-(1-(2-(triethylsilyl)-1H-indol-3-yl)propan-2-yl)carbamic acid tert-butyl ester C(C)(C)(C)OC(N[C@@H](CC1=C(NC2=CC=CC=C12)[Si](CC)(CC)CC)C)=O